trans-2-(5-bromo-6-methoxybenzo[b]thiophene-2-carbonyl)cyclopropane-1-carboxylic acid BrC1=CC2=C(SC(=C2)C(=O)[C@H]2[C@@H](C2)C(=O)O)C=C1OC